N2-acetyl-S-(2-amino-9-cyclohexyl-6-oxo-6,9-dihydro-1H-purin-8-yl)-N-(21-chloro-3,6,9,12,15-pentaoxahenicos-1-yl)-L-cysteinamide C(C)(=O)N[C@@H](CSC=1N(C=2N=C(NC(C2N1)=O)N)C1CCCCC1)C(=O)NCCOCCOCCOCCOCCOCCCCCCCl